N-(4-cyano-2,5-difluoro-phenyl)-8-methoxy-7-methyl-imidazo[1,2-a]pyridine-3-sulfonamide C(#N)C1=CC(=C(C=C1F)NS(=O)(=O)C1=CN=C2N1C=CC(=C2OC)C)F